6-(3,5-difluoroanilino)-3-methoxy-N-[[1-[5-(trifluoromethyl)-2-pyridinyl]cyclopropyl]methyl]pyridine-2-carboxamide FC=1C=C(NC2=CC=C(C(=N2)C(=O)NCC2(CC2)C2=NC=C(C=C2)C(F)(F)F)OC)C=C(C1)F